trans-2-heptene-1,7-dicarboxylic acid anhydride C1\C=C\CCCCC(=O)OC1=O